OC1=CC=C(C=C1)/C=C/C(=O)C1=CC=C(C=C1)S(=O)(=O)NC1=CC=C(C=C1)OC 4-[(E)-3-(4-Hydroxyphenyl)prop-2-enoyl]-N-(4-methoxyphenyl)benzenesulfonamide